cyclodecanol monomaleate C(\C=C/C(=O)O)(=O)O.C1(CCCCCCCCC1)O